C(C)OC(CC(=CC(=O)OCC)C(F)(F)F)OCC ethyl 5,5-diethoxy-3-trifluoromethylpentenoate